4-(4-benzyloxyphenyl)methylene-2,6-di-tert-butyl-2,5-cyclohexadien-1-one C(C1=CC=CC=C1)OC1=CC=C(C=C1)C=C1C=C(C(C(=C1)C(C)(C)C)=O)C(C)(C)C